(5S,7S)-2-(3,3-difluorocyclobutyl)thio-7-fluoro-5-phenyl-6,7-dihydro-5H-pyrrolo[1,2-b][1,2,4]triazole FC1(CC(C1)SC=1N=C2N(N1)[C@@H](C[C@@H]2F)C2=CC=CC=C2)F